(S)-2-((4-((2-(2-cyano-4,4-difluoropyrrolidin-1-yl)-2-oxoethyl)carbamoyl)quinoline-6-yl)oxy)-N-(fluoromethyl)-N,N-dimethylethan-1-aminium 4-methylbenzenesulfonate CC1=CC=C(C=C1)S(=O)(=O)[O-].C(#N)[C@H]1N(CC(C1)(F)F)C(CNC(=O)C1=CC=NC2=CC=C(C=C12)OCC[N+](C)(C)CF)=O